(1S)-(-)-alpha-Pinene [C@H]12C(=CC[C@H](C1(C)C)C2)C